C(C)(C)(C)OC(=O)N([C@H]1CN(CCC1)C=1C=CC(=NC1)C(C(=O)[O-])C)CC1CC1.[Li+] lithium 2-(5-((R)-3-((tert-butoxycarbonyl)(cyclopropylmethyl)amino)piperidin-1-yl)pyridin-2-yl)propanoate